dipyrido[1,2-c:2',1'-e]imidazolin C1=CC=CN2CN3C(=C21)C=CC=C3